(4-(Fluoromethyl)phenoxy)-1-methoxy-2-nitrobenzene FCC1=CC=C(OC=2C(=C(C=CC2)OC)[N+](=O)[O-])C=C1